bis(2,6-dichlorobenzoyl)phenylphosphine oxide ClC1=C(C(=O)P(C2=CC=CC=C2)(C(C2=C(C=CC=C2Cl)Cl)=O)=O)C(=CC=C1)Cl